FC=1C=C(C=CC1)C(C)C=1C=C2C(=CN1)NN=C2NC(C2=C(C=C(C=C2)N2CCN(CC2)C)NC2CCOCC2)=O N-(5-(1-(3-fluorophenyl)ethyl)-1H-pyrazolo[3,4-c]pyridin-3-yl)-4-(4-methylpiperazin-1-yl)-2-((tetrahydro-2H-pyran-4-yl)amino)benzamide